2-(pyridin-2-yl)isoquinolin-1(2H)-one N1=C(C=CC=C1)N1C(C2=CC=CC=C2C=C1)=O